CSC(C(=O)N1C(CCCC1)C=1NC=C(N1)C=1C=NC=CC1)C 2-(Methylsulfanyl)-1-(2-(4-(pyridin-3-yl)-1H-imidazol-2-yl)piperidin-1-yl)propan-1-one